OCCOC1=C(C=CC(=C1)C1=NC=CN=C1OC1=CC=C(C=C1)C(F)(F)F)S(=O)(=O)NC 2-(2-hydroxyethoxy)-N-methyl-4-(3-(4-(trifluoromethyl)phenoxy)pyrazin-2-yl)benzenesulfonamide